N-(3-(2-chloro-3-(3-(3-(2-hydroxypropan-2-yl)pyrrolidin-1-yl)propoxy)phenyl)anilino)benzisothiazol ClC1=C(C=CC=C1OCCCN1CC(CC1)C(C)(C)O)C=1C=C(NN2SC3=C(C2)C=CC=C3)C=CC1